1,11-undecylenediamine C(CCCCCCCCCCN)N